4-(4-amino-6-(4-(2-fluoroacrylamido)-2-methoxyphenyl)pyrazolo[5,1-f][1,2,4]triazin-5-yl)-N-((1-fluorocyclopropyl)methyl)-2-methoxybenzamide NC1=NC=NN2C1=C(C(=N2)C2=C(C=C(C=C2)NC(C(=C)F)=O)OC)C2=CC(=C(C(=O)NCC1(CC1)F)C=C2)OC